[N-](S(=O)(=O)C(F)(F)F)S(=O)(=O)C(F)(F)F.C(C)N1CN(C=C1)C 1-Ethyl-3-Methylimidazol bis(trifluoromethylsulfonyl)imid